NC=1N=CC(=NC1OC=1C=NN(C1)C1CCN(CC1)C)C1=CC(=C(CNC(=O)NC(C)(C)C)C(=C1)C)C 1-(4-(5-amino-6-((1-(1-methylpiperidin-4-yl)-1H-pyrazol-4-yl)oxy)pyrazin-2-yl)-2,6-dimethylbenzyl)-3-(tert-butyl)urea